N1CCC(CC1)C1=CC=C(C(=O)OC)C=C1 methyl 4-(4-piperidyl)benzoate